N-(3-(3,6-difluoropyridin-2-yl)-1-((1r,4r)-4-ethoxycyclohexyl)-1H-pyrazol-4-yl)-2-(1H-pyrazol-4-yl)thiazole-4-carboxamide gentisate C(C=1C(O)=CC=C(O)C1)(=O)O.FC=1C(=NC(=CC1)F)C1=NN(C=C1NC(=O)C=1N=C(SC1)C=1C=NNC1)C1CCC(CC1)OCC